potassium 3-(methacryloyl-oxy)propane-1-sulfonate C(C(=C)C)(=O)OCCCS(=O)(=O)[O-].[K+]